1-Butyl-2-ethylpyrrolidinium fluorid [F-].C(CCC)[NH+]1C(CCC1)CC